C(C)(=O)N1CC(C1)C1C(N(CC(N1CC1=CC=C(C=C1)C(F)(F)F)=O)C1=NC=C(C=C1F)Cl)=O 3-(1-acetylazetidin-3-yl)-1-(5-chloro-3-fluoropyridin-2-yl)-4-(4-(trifluoromethyl)benzyl)piperazine-2,5-dione